BrC=1C=C(C=NC1)C(=O)Cl 5-bromopyridine-3-carbonylchloride